FC=1C=C(C=CC1F)C=CC(=O)C1=CC=C(C=C1)O 3-(3,4-Difluorophenyl)-1-(4-hydroxyphenyl)prop-2-en-1-one